1-Methyl-2-hydroxy-4-(2'-hydroxyethyl)aminobenzene CC1=C(C=C(C=C1)NCCO)O